FCCCC Fluoromethyl-propane